FC=1C=C2C(=NNC2=CC1OCCOC)C1=CC(=NO1)C1=CC=C(C(=O)N2CCC3(CN(C3)C)CC2)C=C1 7-(4-{5-[5-Fluoro-6-(2-methoxyethoxy)-1H-indazol-3-yl]-1,2-oxazol-3-yl}benzoyl)-2-methyl-2,7-diazaspiro[3.5]nonane